ethyl 1-(4-(((6-(isoindolin-2-ylmethyl)-4-oxo-4H-pyran-3-yl) oxy) methyl) phenyl)-1H-pyrazole-4-carboxylate C1N(CC2=CC=CC=C12)CC1=CC(C(=CO1)OCC1=CC=C(C=C1)N1N=CC(=C1)C(=O)OCC)=O